((2-(1-(2-hydroxyethyl)-1H-pyrazol-3-yl)ethyl)amino)-2-methylpyrazol OCCN1N=C(C=C1)CCNC=1N(N=CC1)C